C(C)OC(CC(CCC=1N=NN(C1)CC)C1=C2CCN(CC2=CC=C1)C(=O)OC(C)(C)C)=O 3-(2-Boc-1,2,3,4-tetrahydroisoquinolin-5-yl)-5-(1-ethyl-1H-1,2,3-triazol-4-yl)pentanoic acid Ethyl ester